(1S,2S)-1-(5-chloro-2-cyanophenyl)-1-(1-methyl-1H-pyrazol-4-yl)propan ClC=1C=CC(=C(C1)[C@H](CC)C=1C=NN(C1)C)C#N